1,2-dinitrofluorobenzene [N+](=O)([O-])C1=C(C(=CC=C1)F)[N+](=O)[O-]